[Al+3].[Al+3] Aluminium Aluminium(III)